(8aS)-octahydropyrrolo[1,2-a]pyrazine C1[C@H]2N(CCN1)CCC2